FC1=C(C(=O)N[C@H](C(=O)OC)CC2=C3COCC3=C(C=C2)B2OC(C(O2)(C)C)(C)C)C(=CC(=C1)N[C@@H](C(F)(F)F)C)F methyl (S)-2-(2,6-difluoro-4-(((R)-1,1,1-trifluoropropan-2-yl)amino) benzamido)-3-(7-(4,4,5,5-tetramethyl-1,3,2-dioxaborolan-2-yl)-1,3-dihydroisobenzofuran-4-yl)propanoate